C(=O)=C1C(C(C(CC1)(N)N)=C=O)=C=O tricarbonyl-cyclohexanediamine